OB1OC2=C(C=C1C)C=C(C=C2)NC(OC(C)(C)C)=O tert-butyl N-(2-hydroxy-3-methyl-1,2-benzoxaborinin-6-yl)carbamate